C(C)N(C(\C=C/C(=O)O)=O)CC maleic acid N,N-diethylamide